CC1=NN=C2N1C=CC(=C2)CNC(=O)[C@H]2N(C[C@@H](C2)CC2=CC=C(C=C2)C(F)(F)F)C(=O)[C@@H]2NCCC[C@@H]2C(=O)N2CCCC2 (2S,4R)-N-((3-methyl-[1,2,4]triazolo[4,3-a]pyridin-7-yl)methyl)-1-((2R,3S)-3-(pyrrolidine-1-carbonyl)piperidine-2-carbonyl)-4-(4-(trifluoromethyl)benzyl)pyrrolidine-2-carboxamide